N-(7-((2R,4S,5R)-4-((tert-butyldimethylsilyl)oxy)-5-(((tert-butyldimethylsilyl)oxy)methyl)-5-ethynyltetrahydrofuran-2-yl)-2-chloro-7H-pyrrolo[2,3-d]pyrimidin-4-yl)tetradecanamide [Si](C)(C)(C(C)(C)C)O[C@H]1C[C@@H](O[C@]1(C#C)CO[Si](C)(C)C(C)(C)C)N1C=CC2=C1N=C(N=C2NC(CCCCCCCCCCCCC)=O)Cl